C(C)OC(CC1CCN(CC1)CC(=O)OC(C)(C)C)=O tert-butyl 2-(4-(2-ethoxy-2-oxoethyl)piperidin-1-yl)acetate